ethyl (3R)-4-((tert-butoxycarbonyl)amino)-2-cyano-2-cyclopropyl-3-methylbutanoate C(C)(C)(C)OC(=O)NC[C@@H](C(C(=O)OCC)(C1CC1)C#N)C